[3-bromo-4-(pyrrolidin-1-yl)benzenesulfonyl]acetic acid BrC=1C=C(C=CC1N1CCCC1)S(=O)(=O)CC(=O)O